NC1=NC=NN2C1=CC=C2[C@]2([C@@H]([C@@H]([C@H](O2)COC(=O)O[C@@H]([C@@H](C(=O)OC(C)C)N(C)C)C)O)O)C#N isopropyl (2S,3R)-3-[[(2R,3S,4R,5R)-5-(4-aminopyrrolo[2,1-f][1,2,4]triazin-7-yl)-5-cyano-3,4-dihydroxy-tetrahydrofuran-2-yl]methoxycarbonyloxy]-2-(dimethylamino)butanoate